4-amino-N-((5-bromopyridin-2-yl)methyl)-N-(tert-butoxy)-1-methyl-1H-pyrazolo[4,3-c]quinoline-8-carboxamide NC1=NC=2C=CC(=CC2C2=C1C=NN2C)C(=O)N(OC(C)(C)C)CC2=NC=C(C=C2)Br